4-(4-amino-3-(2-aminobenzo[d]oxazol-5-yl)-1H-pyrazolo[3,4-d]pyrimidin-1-yl)piperidine-1-carboxylate NC1=C2C(=NC=N1)N(N=C2C=2C=CC1=C(N=C(O1)N)C2)C2CCN(CC2)C(=O)[O-]